1,3-dimethyl-acetone CCC(=O)CC